4-[[(5S)-3-(3,5-difluorophenyl)-5-vinyl-4H-isoxazole-5-carbonyl]amino]tetrahydrofuran-3-carboxylic acid methyl ester COC(=O)C1COCC1NC(=O)[C@]1(CC(=NO1)C1=CC(=CC(=C1)F)F)C=C